N-octadecyl-sulfosuccinamide disodium salt [Na+].[Na+].C(CCCCCCCCCCCCCCCCC)NC(C(CC(=O)[NH-])S(=O)(=O)[O-])=O